((6-(propynyl)pyridin-3-yl)oxy)azetidine-1-carboxylic acid tert-butyl ester C(C)(C)(C)OC(=O)N1C(CC1)OC=1C=NC(=CC1)C#CC